C(C)(=O)C(C(NC1=CC=CC=C1)=S)=C(C)NCC1=CC=CC=C1 2-acetyl-3-(benzylamino)-N-phenylbut-2-enethioamide